(5-(2-(1-((5-methylthiazol-2-yl)amino)-1-oxopropan-2-yl)thiazol-4-yl)pyridin-2-yl)acrylamide CC1=CN=C(S1)NC(C(C)C=1SC=C(N1)C=1C=CC(=NC1)C(C(=O)N)=C)=O